CN1CC[C@@H]2[C@@H]1CNCC2 (3aR,7aR)-1-methyl-3,3a,4,5,7,7a-hexahydro-2H-pyrrolo[2,3-c]pyridin